COC1=CC=C(C=C1C1=C(C=CC=C1C)C)C=1NC(=C[N+]1[O-])C 2-(6-methoxy-2',6'-dimethyl-[1,1'-biphenyl]-3-yl)-5-methyl-1H-imidazole 3-oxide